BrC1=CC=C(C=C1)C(CCCC)(F)F bromo-4-(1,1-difluoropentyl)benzene